N-(3,5-dibromopyrazin-2-yl)-6-ethoxypyridinecarboxamide BrC=1C(=NC=C(N1)Br)NC(=O)C1=NC(=CC=C1)OCC